3-((6-chloro-2-cyclopropyl-1-(1-(6-(3-(3',6-dihydroxy-3-oxo-3H-spiro[isobenzofuran-1,9'-xanthen]-5-yl)ureido)hexyl)-1H-pyrazol-4-yl)-7-fluoro-1H-indol-3-yl)thio)-2-fluorobenzoic acid ClC1=CC=C2C(=C(N(C2=C1F)C=1C=NN(C1)CCCCCCNC(=O)NC=1C=C2C(OC3(C4=CC=CC=C4OC=4C=C(C=CC34)O)C2=CC1O)=O)C1CC1)SC=1C(=C(C(=O)O)C=CC1)F